C(C)(=O)N1C(CCC1=O)C(=O)NC1=C(C=CC(=C1)OCC1=CC(=CC=C1)C(F)(F)F)OC 1-Acetyl-N-(2-methoxy-5-((3-(trifluoromethyl)benzyl)oxy)phenyl)-5-oxo-pyrrolidine-2-carboxamide